2-({4-[3-(2-fluoro-4-methylphenoxy)benzoyl]piperazin-1-yl}methyl)-1-{[(2S)-oxetan-2-yl]methyl}-1H-1,3-benzodiazole-6-carboxylic acid FC1=C(OC=2C=C(C(=O)N3CCN(CC3)CC3=NC4=C(N3C[C@H]3OCC3)C=C(C=C4)C(=O)O)C=CC2)C=CC(=C1)C